BrC=1C(=C(C=C(C1)C)C(CC(=O)N1C[C@@H](O[C@@H](C1)C)C)=O)O (3-bromo-2-hydroxy-5-methyl-phenyl)-3-[(2S,6R)-2,6-dimethylmorpholin-4-yl]Propane-1,3-dione